5-chloro-1'-{2-[1-(1-imino-1-oxo-1λ6-3-thietanyl)-7-(trifluoromethyl)-1H-1,3-benzimidazol-5-yloxy]ethyl}spiro[indoline-3,4'-piperidin]-2-one ClC=1C=C2C(=CC1)NC(C21CCN(CC1)CCOC1=CC2=C(N(C=N2)C2CS(C2)(=O)=N)C(=C1)C(F)(F)F)=O